CC1(C(C(CCC1C)C)C=CC(C)=O)C 4-(2,2,3,6-tetramethylcyclohexyl)but-3-en-2-one